CN1C(C2=CC=C(C=C2C=C1)C=1C=NC2=CC=C(C=C2N1)C(=O)NCC1COC1)=O 3-(2-methyl-1-oxo-1,2-dihydro-6-isoquinolinyl)-N-(3-oxetanylmethyl)-6-quinoxalinecarboxamide